N-lauroyl-glutamic acid dihexadecyl amide C(CCCCCCCCCCCCCCC)N(C([C@@H](NC(CCCCCCCCCCC)=O)CCC(=O)O)=O)CCCCCCCCCCCCCCCC